BrC=1C=C(C=CC1)C1(C2=C(NC=3N=CC(=C(C13)I)F)CC(CC2=O)(C)C)C 5-(3-bromophenyl)-3-fluoro-4-iodo-5,8,8-trimethyl-5,8,9,10-tetrahydrobenzo[b][1,8]naphthyridin-6(7H)-one